CS(=O)(=O)OCC1(CC1)NC(=O)OC(C)(C)C (1-((tert-butoxycarbonyl)amino)cyclopropyl)methyl methanesulfonate